S1C(=NC2=C1C=CC=C2)NC=2C=C1CCN(C1=CC2)C=2SC=C(N2)C(=O)O 2-{5-[(1,3-Benzothiazol-2-yl)amino]-2,3-dihydro-1H-indol-1-yl}-1,3-thiazole-4-carboxylic acid